BrC=1C=NC=CC1OC(F)(F)F 3-bromo-4-(trifluoromethoxy)pyridine